6-Cyclopropoxy-2,2-dimethyl-N-(6-(1-methyl-1H-pyrazol-4-yl)pyridin-2-yl)-2,3-dihydrofuro[2,3-b]pyridine-5-carboxamide C1(CC1)OC1=C(C=C2C(=N1)OC(C2)(C)C)C(=O)NC2=NC(=CC=C2)C=2C=NN(C2)C